IC1=CC=C(C=C1)N(C(C1=C(C=CC=C1)C)=O)OC N-(4-iodophenyl)-N-methoxy-2-methylbenzamide